Tetrastyryl-salicylaldehyde C(=CC1=CC=CC=C1)C=1C(=C(C(=C(C1C=O)O)C=CC1=CC=CC=C1)C=CC1=CC=CC=C1)C=CC1=CC=CC=C1